benzyl ((4-(tert-butyl)phenoxy)(perfluorophenoxy)phosphoryl)-L-alaninate C(C)(C)(C)C1=CC=C(OP(=O)(OC2=C(C(=C(C(=C2F)F)F)F)F)N[C@@H](C)C(=O)OCC2=CC=CC=C2)C=C1